N1(CCCCCC1)C=1C=C(C=CC1C(=O)N1CCN(CC1)CCC)NC(=O)N [3-(azepan-1-yl)-4-(4-propylpiperazine-1-carbonyl)phenyl]urea